[N+](=O)([O-])C1=CC=C(C=C1)C=1C2=CC=C(N2)C(=C2C=CC(C(=C3C=CC(=C(C=4C=CC1N4)C4=CC=C(C=C4)[N+](=O)[O-])N3)C3=CC=C(C=C3)[N+](=O)[O-])=N2)C2=CC=C(C=C2)[N+](=O)[O-] 5,10,15,20-tetra(4-nitrophenyl)porphyrin